8-((S)-1,2-Dimethyl-propyl)-2-{(S)-1-[4-(piperidin-4-yloxy)-phenyl]-ethylamino}-8H-pyrido[2,3-d]pyrimidin-7-on C[C@@H](C(C)C)N1C(C=CC2=C1N=C(N=C2)N[C@@H](C)C2=CC=C(C=C2)OC2CCNCC2)=O